[Si]([O-])([O-])([O-])[O-].[Mg+2].[Mg+2] magnesium silicate